C(#N)C1=NC2=CC(=CC=C2N=C1)C 2-cyano-7-methylquinoxalin